(R)-1-(3-chloro-5-(trifluoromethyl)pyrazine-2-yl)piperazine-2-carboxylic acid ClC=1C(=NC=C(N1)C(F)(F)F)N1[C@H](CNCC1)C(=O)O